(Z)-5-(benzo[d][1,3]dioxol-5-ylmethylene)-2-((cyclopropylmethyl)(phenyl)amino)-3,5-dihydro-4H-imidazol-4-one O1COC2=C1C=CC(=C2)\C=C/2\C(NC(=N2)N(C2=CC=CC=C2)CC2CC2)=O